OCC1CC(C(C(O1)O)O)O 6-(hydroxymethyl)tetrahydropyran-2,3,4-triol